ClC1=C(C=C2C=C(N=CC2=C1)NC(=O)[C@@H]1[C@@H](C1)C1CCOCC1)C1CCN(CC1)[C@]1(COC[C@H]1F)C (1S,2S)-N-(7-chloro-6-(1-((3S,4S)-4-fluoro-3-methyltetrahydrofuran-3-yl)piperidin-4-yl)isoquinolin-3-yl)-2-(tetrahydro-2H-pyran-4-yl)cyclopropane-1-carboxamide